C1=C(C=CC2=CC3=CC=CC=C3C=C12)C=1C=C(C=C2C=3C=C(C(=CC3C3=C(C(=CC=C3C12)OCCCCC)OCCCCC)OCCCCC)OCCCCC)OCCCCC 8-(anthracen-2-yl)-2,3,6,11,12-pentakis(pentyloxy)triphenylene